α,α',α''-tris(4-hydroxyphenyl)1,3,5-triisopropylbenzene pyrimido[4,5-b]indole-2-carboxylate N1=C(N=CC2=C1NC1=CC=CC=C21)C(=O)O.OC2=CC=C(C=C2)C(C)(C)C2=CC(=CC(=C2)C(C)(C)C2=CC=C(C=C2)O)C(C)(C)C2=CC=C(C=C2)O